calcium fumarate C(\C=C\C(=O)[O-])(=O)[O-].[Ca+2]